methyl 3-[[4-(4-amino-1-methylimidazole-2-amido)-1-methylimidazol-2-yl]formamido]propanoate NC=1N=C(N(C1)C)C(=O)NC=1N=C(N(C1)C)C(=O)NCCC(=O)OC